(4-fluoro-2-(trifluoromethyl)phenyl)methylamine FC1=CC(=C(C=C1)CN)C(F)(F)F